6-chloro-4-(1,3-dioxan-2-yl)-6'-fluoro-N-methyl-[2,4'-bipyridine] ClC1C=C(C=C(N1C)C1=CC=NC(=C1)F)C1OCCCO1